ethyl (Z)-3-((3-butyl-7-(ethylsulfanyl)-5-(4-fluorophenyl)-2-methyl-1,1-dioxido-2,3,4,5-tetrahydro-1,2,5-benzothiadiazepin-8-yl) oxy)-2-fluoroacrylate C(CCC)C1N(S(C2=C(N(C1)C1=CC=C(C=C1)F)C=C(C(=C2)O\C=C(\C(=O)OCC)/F)SCC)(=O)=O)C